C1(CCCC1)C(=O)O 1-cyclopentanoic Acid